C(C)NN1C(=NC2=C1C=CC(=C2)C(F)(F)F)NC2=CNC1=CC=C(C=C21)F N1-ethyl-N2-(5-fluoro-1H-indol-3-yl)-5-(trifluoromethyl)-1H-benzo[d]imidazole-1,2-diamine